C(C)(C)[C@H]1N(S(OC1)(=O)=O)C(=O)OCC1=CC=CC=C1 benzyl (R)-4-isopropyl-1,2,3-oxathiazolidinecarboxylate 2,2-dioxide